tert-butyl (R)-6-hydroxy-1-methyl-3,4-dihydroisoquinoline-2(1H)-carboxylate OC=1C=C2CCN([C@@H](C2=CC1)C)C(=O)OC(C)(C)C